C1(CC1)/C=C/C(=O)OCC ethyl (E)-3-cyclopropylacrylate